N-(4-chlorofur-2-yl)-3-(propyl)amino-1,2,3,4-tetrahydro-9H-carbazole-6-carboxamide ClC=1C=C(OC1)NC(=O)C=1C=C2C=3CC(CCC3NC2=CC1)NCCC